5,6-dichloro-1-(1-(cyclohexylmethyl)piperidin-4-yl)-3-(2-morpholinoethyl)-1,3-dihydro-2H-benzo[d]imidazol-2-one ClC1=CC2=C(N(C(N2CCN2CCOCC2)=O)C2CCN(CC2)CC2CCCCC2)C=C1Cl